5-(4-((2-(oxetan-3-ylmethoxy)pyrimidin-5-yl)methoxy)phenyl)-2-oxo-6-(trifluoromethyl)-1,2-dihydropyridine-3-carboxamide O1CC(C1)COC1=NC=C(C=N1)COC1=CC=C(C=C1)C=1C=C(C(NC1C(F)(F)F)=O)C(=O)N